FC1(COC1)CN1C[C@H](N(CC1)CC1=C2C=CNC2=C(C=C1OC)C)C1=CC=C(C(=O)O)C=C1 (R)-4-(4-((3-fluorooxetan-3-yl)methyl)-1-((5-methoxy-7-methyl-1H-indol-4-yl)methyl)piperazin-2-yl)benzoic acid